1,3-Diphenyl-Isobenzofuran gold-silver [Ag].[Au].C1(=CC=CC=C1)C=1OC(=C2C=CC=CC12)C1=CC=CC=C1